1-phenyl-2-prop-2-enylbenzene C1(=CC=CC=C1)C1=C(C=CC=C1)CC=C